FC=1C=C(C=C(C1[C@H]1[C@@H](N(CC=2C3=C(C=CC12)NN=C3)C)CC(C)C)F)NC3CN(C3)CC(CF)F N-(3,5-Difluoro-4-((6S,7S)-7-Isobutyl-8-Methyl-6,7,8,9-Tetrahydro-3H-Pyrazolo[3,4-h]Isochinolin-6-yl)phenyl)-1-(2,3-difluoropropyl)azetidin-3-amin